ClC1=NC(=CC(=C1)[C@H]1O[C@@H](CNC1)CN(C(OCC1C2=CC=CC=C2C=2C=CC=CC12)=O)C)C1=NC=NC(=C1)C(NC)=O trans-(9H-fluoren-9-yl)methyl ((6-(2-chloro-6-(6-(methylcarbamoyl)pyrimidin-4-yl)pyridin-4-yl)morpholin-2-yl)methyl)(methyl)carbamate